ethyl (S,Z)-4-((tert-butoxycarbonyl)(tetrahydrofuran-3-yl)amino)-2-fluorobut-2-enoate C(C)(C)(C)OC(=O)N(C\C=C(\C(=O)OCC)/F)[C@@H]1COCC1